COC=1C=C(C=C(C1)C(F)(F)F)C1(NC=C(C(=N1)NC1=CC=C(C=C1)C1CCNCC1)C=1C=NN(C1)C)N 2-(3-methoxy-5-(trifluoromethyl)phenyl)-5-(1-methyl-1H-pyrazol-4-yl)-N4-(4-(piperidin-4-yl)phenyl)pyrimidine-2,4-diamine